5-imino-1,2,4-thiadiazolidin-3-one N=C1NC(NS1)=O